(R)-6-fluoro-1-(4-((3-methylmorpholinyl)methyl)phenyl)-1,4-dihydrothiochromeno[4,3-c]pyrazole-3-carboxylic acid ethyl ester 5,5-dioxide C(C)OC(=O)C=1C2=C(N(N1)C1=CC=C(C=C1)CN1[C@@H](COCC1)C)C=1C=CC=C(C1S(C2)(=O)=O)F